(Z)-3-((2-oxo-1,2-dihydropyridin-4-yl)methyl)-5-(2,4,6-trifluoro-3-hydroxybenzylidene)thiazolidine-2,4-dione O=C1NC=CC(=C1)CN1C(S\C(\C1=O)=C/C1=C(C(=C(C=C1F)F)O)F)=O